ClC=1N=C(NC1C=1[C@H](CN(CC1)S(=O)(=O)N)C)C1=NC=C(C=C1)F |o1:7| (R*)-4-(4-Chloro-2-(5-fluoropyridin-2-yl)-1H-imidazol-5-yl)-3-methyl-3,6-dihydropyridine-1(2H)-sulfonamide